difluoromethyl-9-fluoro-1H,2H,4H,5H-[1,4]oxazepino[4,5-a]indole-11-carbonyl fluoride FC(F)C1COCCN2C1=C(C=1C=C(C=CC21)F)C(=O)F